1-(4-(2-hydroxyethoxy)-3-methylphenyl)-3-(4-isopropyl-2-(4-(trifluoromethyl)phenyl)thiazol-5-yl)propan-1-ol OCCOC1=C(C=C(C=C1)C(CCC1=C(N=C(S1)C1=CC=C(C=C1)C(F)(F)F)C(C)C)O)C